tert-butyl (2R,5R)-2-(3-(N-benzylmethyl-sulfonamido)phenyl)-5-(hydroxymethyl)pyrrolidine-1-carboxylate C(C1=CC=CC=C1)N(S(=O)(=O)C)C=1C=C(C=CC1)[C@@H]1N([C@H](CC1)CO)C(=O)OC(C)(C)C